1-[3,5-dichloro-2-(2-hydroxyethyl)phenyl]-3-(2-methoxypyridin-4-yl)urea ClC=1C(=C(C=C(C1)Cl)NC(=O)NC1=CC(=NC=C1)OC)CCO